4-Picoline N1=CC=C(C=C1)C